3-(pyrrolidin-1-yl)propyl 2-(3,5-dichlorophenyl)benzo[d]oxazole-6-carboxylate ClC=1C=C(C=C(C1)Cl)C=1OC2=C(N1)C=CC(=C2)C(=O)OCCCN2CCCC2